(R)-6-(2,2-dimethyl-6-(1-methyl-1H-pyrazol-4-yl)morpholino)-2,3-dimethyl-8-(2,4,5-trifluorophenyl)pyrimido[5,4-d]pyrimidin-4(3H)-one CC1(O[C@@H](CN(C1)C=1N=C(C=2N=C(N(C(C2N1)=O)C)C)C1=C(C=C(C(=C1)F)F)F)C=1C=NN(C1)C)C